(E)-2-(acridin-2-yloxymethyl)-3-fluoro-prop-2-en-1-amine hydrochloride Cl.C1=C(C=CC2=NC3=CC=CC=C3C=C12)OC\C(\CN)=C\F